4-(6-chloro-4-(chroman-4-yl-sulfonyl)pyridin-2-yl)morpholine ClC1=CC(=CC(=N1)N1CCOCC1)S(=O)(=O)C1CCOC2=CC=CC=C12